N1=C(N=CC=C1)OC1CCC(CC1)O 4-pyrimidin-2-yloxycyclohexanol